3-((7-(1-(azetidin-3-ylmethyl)-5-chloro-1H-indol-7-yl)thieno[3,2-b]pyridine-2-yl)methyl)-6,6-dimethyl-3-azabicyclo[3.1.0]hexane-2,4-dione trifluoroacetate FC(C(=O)O)(F)F.N1CC(C1)CN1C=CC2=CC(=CC(=C12)C1=C2C(=NC=C1)C=C(S2)CN2C(C1C(C1C2=O)(C)C)=O)Cl